NCCCNCCCCCCCCCCCNCCC(C)N 1,19-diamino-4,16-diazaeicosane